4-[5-(3,5-dichlorophenyl)-4,5-dihydro-5-(trifluoromethyl)-3-isoxazoyl]-2-methyl-N-(trans-1-oxo-3-thiacyclobutyl)benzamide ClC=1C=C(C=C(C1)Cl)C1(CC(=NO1)C(=O)C1=CC(=C(C(=O)NC2C(CS2)=O)C=C1)C)C(F)(F)F